[Na+].[Na+].C(=O)C1=C(C=CC(=C1)S(=O)(=O)[O-])S(=O)(=O)[O-] 2-Formyl-benzene-1,4-disulfonic acid disodium salt